(S)-5-(3-(5-((3-(tert-butyl)-1-methyl-1H-pyrazol-5-yl)carbamoyl)-2-methyl-phenyl)pyrrolidin-1-yl)nicotinamide C(C)(C)(C)C1=NN(C(=C1)NC(=O)C=1C=CC(=C(C1)[C@H]1CN(CC1)C=1C=NC=C(C(=O)N)C1)C)C